ClC=1C=C(C=C(C1)NS(=O)(=O)C)NC(=O)C=1SC(=C(C1)C1=NC=C(C=C1OCC1=CC(=CC(=C1)F)F)F)CCO N-(3-chloro-5-(methylsulfonamido)phenyl)-4-(3-((3,5-difluorobenzyl)oxy)-5-fluoropyridin-2-yl)-5-(2-hydroxyethyl)thiophene-2-carboxamide